allyl 7-(((((S)-1-(neopentyloxy)-1-oxopropan-2-yl)amino)(phenoxy)phosphoryl)methyl)-2-naphthoate C(C(C)(C)C)OC([C@H](C)NP(=O)(OC1=CC=CC=C1)CC1=CC=C2C=CC(=CC2=C1)C(=O)OCC=C)=O